(2-bromoethyl)triphenylphosphonium bromide [Br-].BrCC[P+](C1=CC=CC=C1)(C1=CC=CC=C1)C1=CC=CC=C1